OC1=CC=C(C=C1)/C(=C(\CCCO)/C1=CC=CC=C1)/C1=CC=C(C=C1)N1CCN(CC1)C(C)C (E)-5-(4-hydroxyphenyl)-5-(4-(4-isopropylpiperazin-1-yl)phenyl)-4-phenylpent-4-en-1-ol